N,N'-bis(2-stearamidoethyl)-azelaic acid diamide C(CCCCCCCCCCCCCCCCC)(=O)NCCNC(CCCCCCCC(=O)NCCNC(CCCCCCCCCCCCCCCCC)=O)=O